(glycidylphenyl)ethane C(C1CO1)C1=C(C=CC=C1)CC